(1R,2S,5S)-3-(diphenylcarbamoyl)-8-(methyl-(4-methylbenzyl)carbamoyl)-3,8-diazabicyclo[3.2.1]octane-2-carboxylic acid C1(=CC=CC=C1)N(C(=O)N1[C@@H]([C@H]2CC[C@@H](C1)N2C(N(CC2=CC=C(C=C2)C)C)=O)C(=O)O)C2=CC=CC=C2